N=1C=NN2C1C=C(C=C2)OC2=CC(=C(C=C2C)NC2=NC=NC1=CC(=C(C=C21)NC(/C(=C/[C@@H]2N(CCC2)C)/F)=O)OCCN2CCOCC2)OC (R,Z)-N-(4-((4-([1,2,4]triazolo[1,5-a]pyridin-7-yloxy)-2-methoxy-5-methylphenyl)amino)-7-(2-morpholinoethoxy)quinazolin-6-yl)-2-fluoro-3-(1-methylpyrrolidin-2-yl)acrylamide